tert-butyl (3S,4R)-4-(azetidin-3-yloxy)-3-fluoro-piperidine-1-carboxylate N1CC(C1)O[C@H]1[C@H](CN(CC1)C(=O)OC(C)(C)C)F